[N+](=O)([O-])C1=CC=C(OP(=O)(OC2=CC=CC=C2)N[C@@H](C)C(=O)OC2CC(CCC2)(C)C)C=C1 3,3-dimethylcyclohexyl ((4-nitrophenoxy)(phenoxy)phosphoryl)-L-alaninate